[N+](=O)([O-])[Co-]([N+](=O)[O-])([N+](=O)[O-])[N+](=O)[O-] tetranitrocobalt (III)